S-farnesyl-L-cysteine C(C=C(C)CCC=C(C)CCC=C(C)C)SC[C@H](N)C(=O)O